N-(4-(4-amino-7-(4,5-dihydro-1H-imidazol-2-yl)-3-(4-((4-methylpyrimidin-2-yl)oxy)phenyl)thieno[3,2-c]pyridin-2-yl)-3-methylphenyl)methacrylamide NC1=NC=C(C2=C1C(=C(S2)C2=C(C=C(C=C2)NC(C(=C)C)=O)C)C2=CC=C(C=C2)OC2=NC=CC(=N2)C)C=2NCCN2